ClC1=C(C=C(C=C1)NC(=O)NC1=C(C=C(OC=2C=C([N+](=CC2)[O-])C(=O)N)C=C1)F)C(F)(F)F 4-[4-({[4-chloro-3-(trifluoromethyl)phenyl]carbamoyl}amino)-3-fluorophenoxy]pyridine-2-carboxamide 1-oxide